COC=1C=C(\C=N\NC(=O)C2=NC(=CN=C2)N2CCN(CC2)CCC)C=C(C1)OC (E)-N'-(3,5-dimethoxybenzylidene)-6-(4-propylpiperazin-1-yl)pyrazine-2-carbohydrazide